dicyclopentyl(3,5-difluorophenyl)phosphine C1(CCCC1)P(C1=CC(=CC(=C1)F)F)C1CCCC1